(S)-3-cyclopropyl-N-(3-fluorophenyl)-6-((1-methylpiperidin-3-yl)oxy)imidazo[1,2-b]pyridazin-8-amine C1(CC1)C1=CN=C2N1N=C(C=C2NC2=CC(=CC=C2)F)O[C@@H]2CN(CCC2)C